Cl.N1CCC(CC1)NC1=C2CCN(C2=CC=C1)C(C)=O 1-(4-(piperidin-4-ylamino)indolin-1-yl)ethan-1-one hydrochloride